3,5-diethyltoluene C(C)C=1C=C(C)C=C(C1)CC